C(C)OC(=O)C=1C=C2SC=3C=CC(=CC3C(C2=CC1)=O)OC 6-ethoxycarbonyl-2-methoxythioxanthon